1-((4-(5-(4-methoxyphenyl)-1,2,4-oxadiazol-3-yl)naphthalen-1-yl)methyl)azetidine-3-carboxylic acid hydrochloride Cl.COC1=CC=C(C=C1)C1=NC(=NO1)C1=CC=C(C2=CC=CC=C12)CN1CC(C1)C(=O)O